N-(2,4-Dimethyl-6-morpholin-4-yl-pyridin-3-yl)-2-m-tolyl-acetamide CC1=NC(=CC(=C1NC(CC=1C=C(C=CC1)C)=O)C)N1CCOCC1